7-bromo-5-chloro-8-quinolinol BrC1=CC(=C2C=CC=NC2=C1O)Cl